CN1N=CC=C1C=1C=C2C=CN(C(C2=CC1)=O)CC=1C=C(C(=O)NC=2SC3=C(CNCC3)N2)C=CC1 3-((6-(1-Methyl-1H-pyrazol-5-yl)-1-oxoisoquinolin-2(1H)-yl)methyl)-N-(4,5,6,7-tetrahydrothiazolo[4,5-c]pyridin-2-yl)benzamide